(1R,2R)-2-fluoro-N-(4-(6-(1-hydroxypropyl)-4-methylpyridin-3-yl)thiazolo[5,4-f]isoquinolin-8-yl)cyclopropane-1-carboxamide F[C@H]1[C@H](C1)C(=O)NC=1N=CC2=CC(=C3C(=C2C1)SC=N3)C=3C=NC(=CC3C)C(CC)O